N-n-nonyl-fumaric acid amide C(CCCCCCCC)NC(\C=C\C(=O)O)=O